4-(2,6-difluoro-4-(2-methylthiazol-5-yl)phenyl)-3-methyl-1-(1-((2-(trimethylsilyl)ethoxy)methyl)-1H-benzo[d]imidazol-5-yl)azetidin-2-one FC1=C(C(=CC(=C1)C1=CN=C(S1)C)F)C1C(C(N1C1=CC2=C(N(C=N2)COCC[Si](C)(C)C)C=C1)=O)C